L-histidine hydrochloride Salt Cl.N[C@@H](CC1=CNC=N1)C(=O)O